NC=1N=C(C2=C(N1)SC(=C2)C(=O)NCC)C2=C(C=C(C(=C2)OCCN2CCNCC2)Cl)Cl 2-amino-4-(2,4-dichloro-5-(2-(piperazin-1-yl)ethoxy)phenyl)-N-ethylthieno[2,3-d]pyrimidin-6-carboxamide